CC1=CC=C(C=C([C@H]([C@H]([C@@H]([C@H](C(O)=CC2=CC=C(C=C2)C)O)O)O)O)O)C=C1 bis(p-methylbenzylidene)sorbitol